3-bromophenylmeth-ylsulfone BrC=1C=C(C=CC1)CS(=O)(=O)CC1=CC(=CC=C1)Br